C(CCCCCCCCCCCCCCCCCCC)NCCO N-eicosyl-ethanolamine